3-bromo-2-[[(3R,5R)-5-(4-methoxyphenyl)-1-methyl-3-piperidyl]amino]pyrido[1,2-a]pyrimidin-4-one BrC1=C(N=C2N(C1=O)C=CC=C2)N[C@H]2CN(C[C@H](C2)C2=CC=C(C=C2)OC)C